OC1=CC=C(C=C1)C1(CC(CC(C1)C)(C)C)C1=CC=C(C=C1)O 1,1-bis-(4-hydroxyphenyl)-3,3,5-trimethyl-cyclohexane